7-(3-hydroxypropoxy)-2-(1-isopropyl-1H-imidazole-2-carboxamido)-1H-benzo[d]Imidazole-5-carboxamide OCCCOC1=CC(=CC2=C1NC(=N2)NC(=O)C=2N(C=CN2)C(C)C)C(=O)N